5-hydroxy-N-(isoxazol-4-yl)-6-oxo-1,6-dihydropyrimidine-4-carboxamide OC1=C(N=CNC1=O)C(=O)NC=1C=NOC1